B(O)(O)O.C1(=CC=CC=C1)C1(C(C(C(=C(C1F)F)F)(C(C1=C(C(=C(C(=C1F)F)F)F)F)(C1=C(C(=C(C(=C1F)F)F)F)F)C1=C(C(=C(C(=C1F)F)F)F)F)C1=CC=CC=C1)(F)C1=CC=CC=C1)F triphenyltetrakis(pentafluorophenyl)carbon borate